5-cyclopropyl-1-((1S,2S)-2-hydroxycyclobutyl)-3-((7-methoxy-1-methyl-6-(pyrazolo[1,5-a]pyrazin-3-yloxy)-1H-imidazo[4,5-b]pyridin-2-yl)amino)pyridin-2(1H)-one C1(CC1)C=1C=C(C(N(C1)[C@@H]1[C@H](CC1)O)=O)NC=1N(C=2C(=NC=C(C2OC)OC=2C=NN3C2C=NC=C3)N1)C